3-(1-cyclopropyl-1H-pyrazol-4-yl)-6-(7,8-dimethyl-3-(trifluoromethyl)-[1,2,4]triazolo[4,3-b]pyridazin-6-yl)-5,6,7,8-tetrahydro-1,6-naphthyridine C1(CC1)N1N=CC(=C1)C=1C=NC=2CCN(CC2C1)C=1C(=C(C=2N(N1)C(=NN2)C(F)(F)F)C)C